Neodymium pentoxide [O-2].[O-2].[O-2].[O-2].[O-2].[Nd+3]